5-fluoro-2-methyl-4-nitro-phenol FC=1C(=CC(=C(C1)O)C)[N+](=O)[O-]